CC(=C[NH+](CCCC[NH+](CC1=CC=CC=C1)C=C(C)C)CC1=CC=CC=C1)C Tetramethylenebis[dimethylvinylbenzylammonium]